OCC(C(=O)OCC1=CC=CC=C1)NC(=O)OC(C)(C)C benzyl 3-hydroxy-2-[(2-methylpropan-2-yl)oxycarbonylamino]propanoate